ClC=1C=C(C=CC1Cl)C12CN(CC2C1)CCC 1-(3,4-dichlorophenyl)-3-propyl-3-aza-bicyclo[3.1.0]hexane